N-(3-(2,6-dioxopiperidin-3-yl)-2-methyl-4-oxo-3,4-dihydroquinazolin-5-yl)pent-4-ynamide O=C1NC(CCC1N1C(=NC2=CC=CC(=C2C1=O)NC(CCC#C)=O)C)=O